S1C=C(C2=C1C=CC=C2)C[C@@H](CNC(=O)NCCC2=CC=C(C=C2)OC)N(C)C (S)-1-(3-(benzothien-3-yl)-2-(dimethylamino)propyl)-3-(4-methoxyphenethyl)urea